Undecanoyl chloride C(CCCCCCCCCC)(=O)Cl